NCC1CCN(CC1)C(=O)C1=C(C=C(C=C1)NC=1C=2N(C=CN1)C(=CN2)C2=C(C(=C(C=C2)OCC#C)F)F)C [4-(aminomethyl)-1-piperidyl]-[4-[[3-(2,3-difluoro-4-prop-2-ynoxy-phenyl)imidazo[1,2-a]pyrazin-8-yl]amino]-2-methyl-phenyl]methanone